BrC1=C(C=C(C(=C1)Br)[N+](=O)[O-])[N+](=O)[O-] 1,5-dibromo-2,4-dinitrobenzene